ClC=1C=C2C(=CN=C(C2=CN1)N1CCCC1)C(C)C 1-(6-chloro-4-isopropyl-2,7-naphthyridin-1-yl)pyrrolidin